Citronellylsalicylat C(CC(C)CCC=C(C)C)OC=1C(C(=O)[O-])=CC=CC1